C\C(=C/CC=1C(=C(C(=O)NS(=O)(=O)C=2C=NC=CC2)C(=CC1O)CCCCC)O)\CCC=C(C)C (E)-3-(3,7-dimethylocta-2,6-dien-1-yl)-2,4-dihydroxy-6-pentyl-N-(pyridin-3-ylsulfonyl)benzamide